CC=1C(=C2C=NNC2=CC1)C=1C=CC=C2C(=NC=NC12)NC1CN(C1)C(C=C)=O 1-(3-((8-(5-methyl-1H-indazol-4-yl)quinazolin-4-yl)amino)azetidin-1-yl)prop-2-en-1-one